N-cyclopentyl-5-morpholino-7-[(2E)-2-(m-tolylmethylene)hydrazino]imidazo[1,2-c]pyrimidine-2-carboxamide C1(CCCC1)NC(=O)C=1N=C2N(C(=NC(=C2)N/N=C/C=2C=C(C=CC2)C)N2CCOCC2)C1